ClC=1C=C(C=C(C1)NS(=O)(=O)C)NC(=O)C1=CN(C(=C1)C1=NC=C(C=C1)N1CCN(CC1)C(C(C)(C)C)=O)C N-(3-chloro-5-(methylsulfonamido)phenyl)-1-methyl-5-(5-(4-pivaloylpiperazin-1-yl)pyridin-2-yl)-1H-pyrrole-3-carboxamide